N1=CSC2=NC(=CC=C21)C(C)O 1-(thiazolo[5,4-b]pyridin-5-yl)ethan-1-ol